2-(2-oxabicyclo[2.1.1]hex-4-yl)-7-cyclobutoxy-N-(1-((1r,2s)-2-fluorocyclopropyl)-2-oxo-1,2-dihydropyridin-3-yl)imidazo[1,2-a]pyrimidine-6-carboxamide C12OCC(C1)(C2)C=2N=C1N(C=C(C(=N1)OC1CCC1)C(=O)NC=1C(N(C=CC1)[C@H]1[C@H](C1)F)=O)C2